C(C1=CC=CC=C1)OCCCOC=1C(=NC=C(C1)B1OC(C(O1)(C)C)(C)C)N1CCOCC1 4-(3-(3-(benzyloxy)propoxy)-5-(4,4,5,5-tetramethyl-1,3,2-dioxaborolan-2-yl)pyridin-2-yl)morpholine